6-fluoro-7-trifluoromethyl-2-methylbenzo[d]isothiazol FC1=C(C2=C(CN(S2)C)C=C1)C(F)(F)F